O1C(=CC=C1)C(=O)NC=1[Se]C(=CN1)C(=O)NC1=CC=C(C=C1)F 2-(furan-2-carboxamido)-N-(4-fluorophenyl)-1,3-selenazole-5-carboxamide